S1C2=C(C=C1)C=C(C=C2)[C@@H](CC2=CC=CC=C2)\N=C(\C2=CC=C(C=C2)C(F)(F)F)/C#N (R,Z)-N-(1-(benzo[b]thiophen-5-yl)-2-phenylethyl)-4-(trifluoromethyl)benzimidoylcyanide